BrC1=C(C=O)C=C(C=C1C=O)C(C)(C)C 2-bromo-5-tert-butyl-isophthalaldehyde